C(C)(=O)OCC=1C=C(C=CC1OC(C)=O)[C@H]1OC1 (R)-3-acetoxymethyl-4-acetoxyphenyl-oxirane